C(C)(C)(C)OC(=O)N1C(CNCC1)C1=CC=C(C=C1)C(C)NC(=O)NC=1SC=C(N1)C(C=O)(C)C1=CC=C(C=C1)OC (4-(1-(3-(4-(2-(4-methoxyphenyl)-1-oxopropan-2-yl)thiazol-2-yl)ureido)ethyl)phenyl)piperazine-1-carboxylic acid tert-butyl ester